COC1=CC=C(C=C1)[C@H]1[C@@H](C1)NC(C1=CC(=CC=C1)NC=1N=NC(=CC1)C1=CC=CC=C1)=O N-((1R,2S)-2-(4-methoxyphenyl)cyclopropyl)-3-((6-phenylpyridazin-3-yl)amino)benzamide